COC1=CC=C(C=C1)C1=NC2=CC=CC=C2C(=C1)NCCCNCCC1N(CCCC1)C(=O)OC(C)(C)C tert-Butyl 2-(2-((3-((2-(4-methoxyphenyl)quinolin-4-yl)amino)propyl) amino)ethyl)piperidine-1-carboxylate